C1=NN=C2N1C1=C(CCC2)C=CC=C1 5,6-Dihydro-4H-[1,2,4]triazolo[4,3-a][1]benzazepin